C(CCCCCCC)O.[Cu].[Ni] nickel-copper octanol